C(C)(C)(C)[Si](OCCS(=O)(=O)N1CC(C1)C(=O)OC)(C)C methyl 1-((2-((tertbutyldimethylsilyl)oxy)ethyl)sulfonyl)azetidine-3-carboxylate